C(CCCCCCC)C(=O)Cl Octane-1-carbonyl chloride